C(C)(C)(C)NCC=1C=CC=2N(C1)C=C(N2)CNC(=O)C=2N=C1N(C(C2)=O)C=CC=C1 N-({6-[(tert-butylamino)methyl]imidazo[1,2-a]pyridin-2-yl}methyl)-4-oxo-4H-pyrido[1,2-a]pyrimidine-2-carboxamide